fluoro-2-Iodo-4-methylbenzene FC1=C(C=C(C=C1)C)I